COC1(C=C(C(C2(CC2)C1)=O)C#N)C1=NC(=CC=C1)C=1C=NC(=NC1)C 7-methoxy-7-(6-(2-methylpyrimidin-5-yl)pyridin-2-yl)-4-oxospiro[2.5]oct-5-ene-5-carbonitrile